4-methylenedioxy-N-hydroxyamphetamine C1OC2=CC=C(CC(NO)C)C=C2O1